N1C=NC2=C1C=CC(=C2)N2C([C@H]([C@H]2C=2C=NC(=CC2)C=2C=NN(C2)C(F)(F)F)C2CC2)=O (3S,4S)-1-(1H-benzo[d]imidazol-5-yl)-3-cyclopropyl-4-(6-(1-(trifluoromethyl)-1H-pyrazol-4-yl)pyridin-3-yl)azetidin-2-one